methyl 2-(4-benzyloxy-3-fluoro-2-methoxy-phenyl)acetate C(C1=CC=CC=C1)OC1=C(C(=C(C=C1)CC(=O)OC)OC)F